ethyl 1-(4-(4-chlorobenzyl) phenyl)-5-methyl-1H-pyrazole-3-carboxylate ClC1=CC=C(CC2=CC=C(C=C2)N2N=C(C=C2C)C(=O)OCC)C=C1